2-((1-(ethylcarbamoyl)piperidin-4-yl)amino)-4-(((1R,3R,4R)-3-hydroxy-4-methylcyclohexyl)amino)pyrimidine-5-carboxamide C(C)NC(=O)N1CCC(CC1)NC1=NC=C(C(=N1)N[C@H]1C[C@H]([C@@H](CC1)C)O)C(=O)N